NC(C[C@H](C(=O)N[C@H](CCC(=O)OC)C)NC(=O)OC(C)(C)C)=O methyl (4S)-4-[[(2R)-4-amino-2-(tert-butoxycarbonylamino)-4-oxo-butanoyl]amino]pentanoate